O=C1NC(CCC1N1C(N(C2=C1C=CC(=C2)CCC)C)=O)=O 3-[1-(2,6-dioxo-3-piperidinyl)-3-methyl-2-oxo-benzimidazol-5-yl]Propane